Cyclopropyl (5-(4-oxo-3,4-dihydrophthalazin-1-yl)-1H-benzimidazol-2-yl)carbamate O=C1NN=C(C2=CC=CC=C12)C1=CC2=C(NC(=N2)NC(OC2CC2)=O)C=C1